N,N-diethyl-3-chloropropylamine C(C)N(CC)CCCCl